6-benzyl-1,3-diphenyl-8-methyl-2,4,7-trioxo-1,2,3,4,7,8-hexahydropyrido[2,3-d]pyrimidine-5-yl p-toluenesulfonate CC1=CC=C(C=C1)S(=O)(=O)OC1=C(C(N(C=2N(C(N(C(C21)=O)C2=CC=CC=C2)=O)C2=CC=CC=C2)C)=O)CC2=CC=CC=C2